N4-(2-fluoro-4-((4-(5-isopropyl-1,3,4-oxadiazol-2-yl)thiazol-2-yl)oxy)phenyl)-7-methoxy-N6-(piperidin-4-yl)quinazoline-4,6-diamine FC1=C(C=CC(=C1)OC=1SC=C(N1)C=1OC(=NN1)C(C)C)NC1=NC=NC2=CC(=C(C=C12)NC1CCNCC1)OC